8-fluoro-7-(7-fluoro-3-(methoxymethoxy)-8-((triisopropylsilyl)ethynyl)naphthalen-1-yl)-1-methyl-2,4-dioxo-1,2,3,4-tetrahydroquinazoline-6-carbonitrile FC=1C(=C(C=C2C(NC(N(C12)C)=O)=O)C#N)C1=CC(=CC2=CC=C(C(=C12)C#C[Si](C(C)C)(C(C)C)C(C)C)F)OCOC